FC=1C=C(CC2=NC=CC(=C2)N2N=NC=3C(NCCCC32)=O)C=C(C1)C(F)(F)F 1-(2-(3-fluoro-5-(trifluoromethyl)benzyl)pyridin-4-yl)-5,6,7,8-tetrahydro-[1,2,3]triazolo[4,5-c]azepin-4(1H)-one